18-chloro-3,20-dioxapentacyclo[11.7.0.02,10.04,9.014,19]icosa-1,4(9),5,7,10,12,14,16,18-nonaene-6-carbonitrile ClC=1C=CC=C2C3=CC=C4C=5C=CC(=CC5OC4=C3OC12)C#N